(S)-4-Benzoylamino-4-{(2S,5S)-4-oxo-2-[(1H-[1,2,3]triazol-4-ylmethyl)-carbamoyl]-1,2,4,5,6,7-hexahydro-azepino[3,2,1-hi]indol-5-ylcarbamoyl}-butyric acid C(C1=CC=CC=C1)(=O)N[C@@H](CCC(=O)O)C(N[C@H]1CCC=2C=CC=C3C[C@H](N(C23)C1=O)C(NCC=1N=NNC1)=O)=O